P(=O)(=O)[Se]P(=O)=O.[Co] Cobalt Phosphoselenide